CC1=C(N=NC2=CC=CC=C12)C(=O)N Methylcinnoline-3-Carboxamide